FC(C1=CC(=NC(=N1)SC)C=1C=CC(NC1)=O)F 5-(6-(difluoromethyl)-2-(methylthio)pyrimidin-4-yl)pyridin-2(1H)-one